4-benzylidene-2-(4-cyanostyryl)oxazol-5(4H)-one C(C1=CC=CC=C1)=C1N=C(OC1=O)C=CC1=CC=C(C=C1)C#N